Methyl-3-methoxy-5,6,7,12-tetrahydro-4bH-azepino[3,2-b:4,5-b']diindole-4b-carboxylate COC(=O)C12C(=NC=3C=CC(=CC13)OC)C=1NC3=CC=CC=C3C1CCN2